7-(3-(ethoxycarbonyl)thioureido)-3,4-dihydroisoquinoline-2(1H)-carboxylic acid tert-butyl ester C(C)(C)(C)OC(=O)N1CC2=CC(=CC=C2CC1)NC(=S)NC(=O)OCC